1-[2-[2-[2-[2-(2-acetyl-phenoxy)ethoxy]-ethoxy]ethoxy]-phenyl]ethanone C(C)(=O)C1=C(OCCOCCOCCOC2=C(C=CC=C2)C(C)=O)C=CC=C1